3,3-bis-(4-methoxyphenyl)-13,13-dimethyl-3H,13H-indeno[2',3':3,4]naphtho[1,2-b]pyran COC1=CC=C(C=C1)C1(C=CC2=C(O1)C=1C=CC=CC1C1=C2C(C2=CC=CC=C21)(C)C)C2=CC=C(C=C2)OC